NC1SC=2C(=N1)CCCC2 2-amino-5,6-dihydro-4H-benzothiazole